ClC1=C(C(=C(C(=N1)N1CCN(CC1)NC(OC(C)(C)C)=O)C#N)CC)C#N tert-Butyl (4-(6-chloro-3,5-dicyano-4-ethylpyridin-2-yl)piperazin-1-yl)carbamate